C(C)(C)C1=CC=C(C=C1)N1N=C2C=3C(N(CCC13)C(=O)OC(C)(C)C)CNC(CO2)=O tert-butyl 2-(4-isopropylphenyl)-8-oxo-2,3,4,5a,6,7,8,9-octahydro-5H-10-oxa-1,2,5,7-tetraazacycloocta[cd]indene-5-carboxylate